(R)-5-(5-Difluoromethyl-1,2,4-oxadiazol-3-yl)-2,3-dihydrospiro[inden-1,4'-oxazolidin]-2'-on FC(C1=NC(=NO1)C=1C=C2CC[C@@]3(NC(OC3)=O)C2=CC1)F